FC(=C1CCC(NC1)C=1C=CC2=C(N=CS2)C1)F 5-(5-(Difluoromethylene)piperidin-2-yl)benzo[d]thiazole